tert-butyl ((2-(2-(difluoromethoxy)-7-methylquinoxalin-5-yl)-4-fluoro-7,8-dihydro-[1,4]dioxino[2',3':3,4]benzo[1,2-d]thiazol-7-yl)methyl)carbamate FC(OC1=NC2=CC(=CC(=C2N=C1)C=1SC2=C(N1)C(=CC1=C2OCC(O1)CNC(OC(C)(C)C)=O)F)C)F